sodium 2-(tert-butyl)-2-propylmalonate C(C)(C)(C)C(C(=O)[O-])(C(=O)[O-])CCC.[Na+].[Na+]